CC=1N(C(=CC1)C)C1=CC=C(C=N1)[C@@H](CN(C(OCC1=CC=CC=C1)=O)[C@H](CO)C)O Benzyl ((S)-2-(6-(2,5-dimethyl-1H-pyrrol-1-yl)pyridin-3-yl)-2-hydroxyethyl)((S)-1-hydroxypropan-2-yl)carbamate